(2R,2'R)-1,1'-(((((2,2'-dimethyl-[1,1'-biphenyl]-3,3'-diyl)bis(azanediyl))bis(carbonyl))bis(4-methylpyridine-6,3-diyl))bis(methylene))bis(piperidine-2-carboxylic acid) CC1=C(C=CC=C1NC(=O)C1=CC(=C(C=N1)CN1[C@H](CCCC1)C(=O)O)C)C1=C(C(=CC=C1)NC(=O)C1=CC(=C(C=N1)CN1[C@H](CCCC1)C(=O)O)C)C